6-(2-amino-5-bromo-6-fluoropyridin-3-yl)-4,8-difluoro-3-methylisoquinolin-1(2H)-one NC1=NC(=C(C=C1C=1C=C2C(=C(NC(C2=C(C1)F)=O)C)F)Br)F